1-((2R,4S,5R)-4-(benzyloxy)-5-((benzyloxy)methyl)-5-methyltetrahydrofuran-2-yl)-5-methylpyrimidine-2,4(1H,3H)-dione C(C1=CC=CC=C1)O[C@H]1C[C@@H](O[C@]1(C)COCC1=CC=CC=C1)N1C(NC(C(=C1)C)=O)=O